Dodecyl Isocyanate C(CCCCCCCCCCC)N=C=O